2-methoxy-N-(2-methoxyethyl)-N-(trifluoro-lambda4-sulfanyl)ethan-1-amine COCCN(S(F)(F)F)CCOC